[Br-].OC1=CC(=CC=2C(C3=CC=CC(=C3C(C12)=O)O)=O)C(=O)NCCCC1=CC=[N+](C=C1)CC1=CC=C(C=C1)[N+](=O)[O-] (4-(3-(4,5-dihydroxy-9,10-dioxo-9,10-dihydroanthracene-2-carboxamido)propyl)-1-(4-nitrobenzyl)pyridin-1-ium) Bromide salt